N1(C=NC2=C1C=CC=C2)C2=NC(=CC(=N2)N=[S@](=O)(C2COC2)C)N2[C@@H](COCC2)C (R)-((2-(1H-benzo[d]imidazol-1-yl)-6-((R)-3-methylmorpholino)pyrimidin-4-yl)imino)(methyl)(oxetan-3-yl)-λ6-sulfanone